6-[1-(2,2-difluoroethyl)-3-methyl-1H-pyrazolo[3,4-b]pyridin-6-yl]-2-[2-methyl-6-(trifluoromethyl)pyrimidin-4-yl]-2,6-diazaspiro[3.4]octane FC(CN1N=C(C=2C1=NC(=CC2)N2CC1(CN(C1)C1=NC(=NC(=C1)C(F)(F)F)C)CC2)C)F